Cl.Cl.N=1C=CN2C1C=CC(=C2)[C@H](C)N (1S)-1-imidazo[1,2-a]Pyridin-6-ylethylamine dihydrochloride